C(C)C(CC(C(=O)O)=CC1=CC=C(C=C1)OC)CCCC.COC1=CC=C(C=CC(=O)OCCCCCCCC)C=C1 octyl p-methoxycinnamate (2-ethylhexyl-p-methoxycinnamate)